C1(=CC=CC2=CC=CC=C12)C1=C(C2=CC3=CC=CC=C3C=C2C=C1)C1=CC=CC=2C3=CC=CC=C3C=CC12 naphthyl(phenanthrenyl)anthracene